(E)-2-(1-oxo-2-((2-(trimethylsilyl)ethoxy)methyl)-1,2-dihydro-phthalazin-5-yl)propanal-O-(2-oxo-2-(4-(5-(trifluoromethyl)pyridin-2-yl)piperazin-1-yl)ethyl) oxime O=C(CO\N=C\C(C)C1=C2C=NN(C(C2=CC=C1)=O)COCC[Si](C)(C)C)N1CCN(CC1)C1=NC=C(C=C1)C(F)(F)F